(1R,2S,3R,5S,7S)-4-oxo-adamantan-2-yl methanesulfonate CS(=O)(=O)O[C@H]1[C@@H]2C[C@H]3C[C@H](C([C@@H]1C3)=O)C2